(R)-[5-(6-diphenylphosphanyl-2,3-dihydro-1,4-benzodioxin-5-yl)-2,3-dihydro-1,4-benzodioxin-6-yl]-diphenylphosphane C1(=CC=CC=C1)P(C1=C(C2=C(OCCO2)C=C1)C1=C(C=CC=2OCCOC21)P(C2=CC=CC=C2)C2=CC=CC=C2)C2=CC=CC=C2